4-cyclohexylpiperazine-1-carboxylic acid [(2s,3s,4e,6s,7s,10s)-7,10-dihydroxy-3,7-dimethyl-12-oxo-2-[(2e,4e,6s)-6-pyridin-2-ylhept-2,4-dien-2-yl]-1-oxododec-4-en-6-yl] ester O[C@]([C@H](/C=C/[C@@H]([C@H](C=O)\C(\C)=C\C=C\[C@H](C)C1=NC=CC=C1)C)OC(=O)N1CCN(CC1)C1CCCCC1)(CC[C@@H](CC=O)O)C